CS(=O)(=O)C1=CC=C(C=C1)C1=CC=C(C=C1)C1=NC=2C(=C3C(=NC2)NC=C3)N1C1CCC(CC1)CC#N 2-((1r,4r)-4-(2-(4'-(Methylsulfonyl)-[1,1'-biphenyl]-4-yl)imidazo[4,5-d]pyrrolo[2,3-b]pyridin-1(6H)-yl)cyclohexyl)acetonitrile